ClC1=CC=C(C=C1)C1=C(CCC(C1)(C)C)CN1CN(CC1)C(=O)C=1C=C2CN(C(C2=C(C1)F)=O)C1C(NC(CC1)=O)=O 3-(5-(3-((4'-chloro-5,5-dimethyl-3,4,5,6-tetrahydro-[1,1'-biphenyl]-2-yl)methyl)imidazolidine-1-carbonyl)-7-fluoro-1-oxoisoindolin-2-yl)piperidine-2,6-dione